[Si](C)(C)(C(C)(C)C)OCCCCN1N=CC=C1CCl 1-(4-((tert-butyldimethylsilyl)oxy)butyl)-5-(chloromethyl)-1H-pyrazole